(3R)-3-(2-iodo-1-methyl-imidazo[4,5-b]pyrazin-5-yl)oxypyrrolidine-1-carboxylate IC1=NC=2C(=NC=C(N2)O[C@H]2CN(CC2)C(=O)[O-])N1C